The molecule is a substituted aniline that is 3-nitroanisole in which the hydrogen para to the methoxy group is replaced by an amino group. It is a member of 3-nitroanisoles and a substituted aniline. COC1=CC(=C(C=C1)N)[N+](=O)[O-]